Ethyl (5R)-5-methyl-D-prolinate hydrochloride Cl.C[C@@H]1CC[C@@H](N1)C(=O)OCC